2-[2-(hexane-2-yloxy)ethoxy]ethane-1-ol CC(CCCC)OCCOCCO